BrC1=NC(=C(C(=O)N[C@H]2CS(C=C2)(=O)=O)C=C1)OC (R)-6-bromo-N-(1,1-dioxido-2,3-dihydrothiophen-3-yl)-2-methoxynicotinamide